S or R-2-methylpropane-2-sulfinamide CC(C)(C)[S@](=O)N |o1:4|